NC=1C(=CC(=C(C1)NC(C=C)=O)N1CCN(CC1)C)OC N-[5-amino-4-methoxy-2-(4-methylpiperazin-1-yl)phenyl]acrylamide